C(C)(C)(C)OC(N(CCN1C2=C(OCC1=O)C=C(C=C2)NC2=CC=C(C=C2)N2CCC(CC2)C(F)(F)F)C)=O tert-butylmethyl(2-(3-oxo-7-((4-(4-(trifluoromethyl) piperidin-1-yl)phenyl)amino)-2,3-dihydro-4H-benzo[b][1,4]oxazin-4-yl)ethyl)carbamate